C(C1=CC=CC=C1)OC1=CC=C(C=C1)CC(P(OC(C)C)(OC(C)C)=O)P(OC(C)C)(OC(C)C)=O Tetraisopropyl (2-(4-(benzyloxy)phenyl)ethane-1,1-diyl)bis(phosphonate)